FC=1C=CC=C2C(N(C(=NC12)N1CCN(CC1)C1=CC(=C(C=C1)F)C)C1=CC(=CC=C1OC)C(F)(F)F)CC(=O)OC Methyl {8-fluoro-2-[4-(4-fluoro-3-methylphenyl)-1-piperazinyl]-3-[6-methoxy-3-(trifluoromethyl)phenyl]-3,4-dihydro-4-quinazolinyl}acetate